3-methyl-5-vinylisoxazole CC1=NOC(=C1)C=C